(S)-2-amino-N-(4-(N-tert-butylsulfamoyl)phenyl)-3-phenylpropionamide hydrochloride Cl.N[C@H](C(=O)NC1=CC=C(C=C1)S(NC(C)(C)C)(=O)=O)CC1=CC=CC=C1